7,7-dimethylindolo[1,2-a]quinazolin-5(7H)-one CC1(C2=CC=CC=C2N2C1=NC(C=1C=CC=CC21)=O)C